9-amino-3-chloro-N-(2-fluoro-2-methyl-propyl)-8,9-dihydro-7H-cyclopenta[H]Cinnoline-5-sulfonylAmine NC1CCC=2C=C(C=3C=C(N=NC3C21)Cl)S(=O)(=O)NCC(C)(C)F